3-hydroxy-6-(phenylcarbonyl)phenolate OC=1C=C(C(=CC1)C(=O)C1=CC=CC=C1)[O-]